methyl-5-[4-methyl-5-({5H,6H,7H,8H-pyrido[3,4-c]pyridazin-3-yloxy}methyl)-1H-1,2,3-triazol-1-yl]pyridine-2-carboxylic acid tert-butyl ester C(C)(C)(C)OC(=O)C1=NC=C(C=C1C)N1N=NC(=C1COC1=CC2=C(N=N1)CNCC2)C